OCC1=CC(=NC(=C1)C)CNC(OC(C)(C)C)=O tert-butyl (4-(hydroxymethyl)-6-methylpyridin-2-yl)methylcarbamate